2-chloro-5-((4-fluoro-2-methyl-phenyl)amino)-N-(6-methoxy-2-meth-ylpyridin-3-yl)isonicotinamide ClC=1C=C(C(=O)NC=2C(=NC(=CC2)OC)C)C(=CN1)NC1=C(C=C(C=C1)F)C